5-HYDROXY-1H-INDOLE-3-CARBALDEHYDE OC=1C=C2C(=CNC2=CC1)C=O